2-[2-[(3,6-difluoro-2-pyridyl)amino]-3-pyridyl]-5-methoxy-6-(5-methyl-1H-indazol-4-yl)pyrimidine-4-carboxamide FC=1C(=NC(=CC1)F)NC1=NC=CC=C1C1=NC(=C(C(=N1)C(=O)N)OC)C1=C2C=NNC2=CC=C1C